pantethein O=C(NCCC(NCCS)=O)[C@H](O)C(C)(C)CO